1-Methyl-4-[2-(1-methyl-4-piperidyl)ethyl]piperidin CN1CCC(CC1)CCC1CCN(CC1)C